ClC=1C=CC2=C(C(=C(O2)C(=O)O)NC(C2=CC=C(C=C2)CCCC)=O)C1 5-chloro-3-(4-butylbenzoylamino)benzofuran-2-carboxylic acid